C1(=C(C=CC=C1)C1=C2C=CC(C2=CC=C1)[Si]([Si](C)(C)Cl)(C)C)C1=CC=CC=C1 1-(4-([1,1'-biphenyl]-2-yl)-1H-inden-1-yl)-2-chloro-1,1,2,2-tetramethyldisilane